(S)-(3-(isobutylamino)pyrrolidin-1-yl)(4-(pyridin-2-ylmethyl)-3,4-dihydroquinoxalin-1(2H)-yl)methanone C(C(C)C)N[C@@H]1CN(CC1)C(=O)N1CCN(C2=CC=CC=C12)CC1=NC=CC=C1